NC=1C=C(C=CC1)S(=NC(=O)C1=C(N=NC(=C1C)C(F)(F)F)N1CCCCCC1)(=O)C N-((3-aminophenyl)(methyl)(oxo)-λ6-sulfaneylidene)-3-(azepan-1-yl)-5-methyl-6-(trifluoromethyl)pyridazine-4-carboxamide